FC=1C(=C(C=CC1F)C1C(SC(C1)(C(F)(F)F)C)C(=O)NC1=CC(=NC=C1)OCC(CO)O)OC 3-(3,4-difluoro-2-methoxyphenyl)-N-(2-(2,3-dihydroxypropoxy)pyridin-4-yl)-5-methyl-5-(trifluoromethyl)tetrahydrothiophene-2-carboxamide